(S)-6-(1-amino-6-(oxetan-3-ylsulfanyl)-1,3-dihydrospiro[indene-2,4'-piperidin]-1'-yl)-3-(2,3-dichlorophenyl)-2-methylpyrimidin-4(3H)-one N[C@@H]1C2=CC(=CC=C2CC12CCN(CC2)C2=CC(N(C(=N2)C)C2=C(C(=CC=C2)Cl)Cl)=O)SC2COC2